N[C@H](C(=O)OC)CO methyl (2S)-2-amino-3-hydroxy-propanoate